4-(Trifluoromethylthio)benzene-1,2-diamine FC(SC=1C=C(C(=CC1)N)N)(F)F